FC(OC=1C=C(C=CC1F)C=1C=C2C(=NC1)N(C(N2CC=2C=NC=C(C2)F)=O)C)F 6-[3-(difluoromethoxy)-4-fluoro-phenyl]-1-[(5-fluoro-3-pyridinyl)methyl]-3-methyl-imidazo[4,5-b]pyridin-2-one